silver (II) oxide [O-2].[Ag+2]